ClC=1C=CC2=C([C@@H](C[C@H](O2)C(=O)N[C@@H]2[C@H]3C[C@@H]([C@@H](C2)C3)NC(CO[C@@H]3C[C@@H](C3)OC(F)(F)F)=O)O)C1 (2S,4R)-6-chloro-4-hydroxy-N-[(1R,2S,4R,5S)-5-(2-{[cis-3-(trifluoromethoxy)cyclobutyl]oxy}acetamido)bicyclo[2.2.1]heptan-2-yl]-3,4-dihydro-2H-1-benzopyran-2-carboxamide